COC(=O)C=1C(=CC(=C2C1CCO2)C2=CC=C(C=C2)OC(F)(F)F)C(C)=O 5-acetyl-7-(4-(trifluoromethoxy)phenyl)-2,3-dihydrobenzofuran-4-carboxylic acid methyl ester